Cl.Cl.COCCN(CC[C@@H](C(=O)OCC1=CC=CC=C1)NC1=NC=NC2=CC=CC=C12)CCCCC1=NC=2NCCCC2C=C1 Benzyl (S)-4-((2-methoxyethyl)(4-(5,6,7,8-tetrahydro-1,8-naphthyridin-2-yl)butyl)amino)-2-(quinazolin-4-ylamino)butanoate-2HCl